BrC1=CC(=C(OCCCC2=C(N=C(S2)NC(C)=O)C(=O)OCC)C=C1)F ethyl 5-[3-(4-bromo-2-fluorophenoxy)propyl]-2-acetamido-1,3-thiazole-4-carboxylate